C(N)(OCC=1C=NC(N(C1)C(=O)OC(CC(C)(C)C)(C)C)Cl)=O tert-butyl-N-tert-butoxycarbonyl-((2-chloropyrimidin-5-yl) methyl) carbamate